ClC=1C(=C(C=CC1)C1(CCN(CC1)C(\C=C\CN(C)C)=O)NC1=CC=C2C=CN(C(C2=C1)=O)C)C 7-{[4-(3-Chloro-2-methylphenyl)-1-[(2E)-4-(dimethylamino)but-2-enoyl]piperidin-4-yl]amino}-2-methylisoquinolin-1-one